3-(1-Hydroxy-3-methylbutan-2-yl)-8-(pyridin-3-yl)-6-(6-(trifluoromethyl)pyridin-3-yl)pyrido[3,4-d]pyrimidin-4(3H)-one OCC(C(C)C)N1C=NC2=C(C1=O)C=C(N=C2C=2C=NC=CC2)C=2C=NC(=CC2)C(F)(F)F